2-benzoyl-6-nitro-4(3H)-quinazolinone C(C1=CC=CC=C1)(=O)C1=NC2=CC=C(C=C2C(N1)=O)[N+](=O)[O-]